N-(5-((4-chlorobenzyl)oxy)-1,3,4-thiadiazol-2-yl)-6'-hydroxy-[2,3'-bipyridine]-3-carboxamide ClC1=CC=C(COC2=NN=C(S2)NC(=O)C=2C(=NC=CC2)C=2C=NC(=CC2)O)C=C1